ClC1=CC(=C(C=C1Cl)NC(=O)N1[C@@H]2CC[C@H]1CC=1C=[N+](C=CC12)[O-])F (5R,8S)-10-((4,5-dichloro-2-fluorophenyl)carbamoyl)-6,7,8,9-tetrahydro-5H-5,8-epiminocyclohepta[c]pyridine 2-oxide